(4-Amino-3-nitrobenzyl)carbamic acid tert-butyl ester C(C)(C)(C)OC(NCC1=CC(=C(C=C1)N)[N+](=O)[O-])=O